Cl.C(C)OC(C(CC1=CN=NC=C1)N)=O 2-amino-3-(pyridazin-4-yl)propionic acid ethyl ester hydrochloride